COC=1C=C(C=CC1)C1=NN2C(=NC=3C=CC=CC3C2=N1)N[C@@H](C)C(=O)N N2-[2-(3-methoxyphenyl)[1,2,4]triazolo[1,5-c]quinazolin-5-yl]-L-alaninamide